CN1N=C(C=C1C)NC1=NC=C(C(=N1)C1=CNC2=C(C=CC=C12)NC(CN1C[C@H](CC1)OC1=NC=NC(=C1)N1CCOCC1)=O)C (S)-N-(3-(2-((1,5-dimethyl-1H-pyrazol-3-yl)amino)-5-methylpyrimidin-4-yl)-1H-indol-7-yl)-2-(3-((6-morpholinopyrimidin-4-yl)oxy)pyrrolidin-1-yl)acetamide